3-{[2-(2H-1,3-Benzodioxol-5-yl)-1-methyl-ethyl]-N-methylcarbamoyl}propionic acid O1COC2=C1C=CC(=C2)CC(C)N(C(=O)CCC(=O)O)C